6-{5-chloro-2-[(oxan-4-yl)amino]pyrimidin-4-yl}-2-[2-(2-methylpiperidin-1-yl)-2-oxoethyl]-2,3-dihydro-1H-isoindol-1-one ClC=1C(=NC(=NC1)NC1CCOCC1)C1=CC=C2CN(C(C2=C1)=O)CC(=O)N1C(CCCC1)C